1,3-oxazine O1CN=CC=C1